2-cyclopropyl-2H-1,2,3-triazole-4-sulfonamide C1(CC1)N1N=CC(=N1)S(=O)(=O)N